butyl-methyl ether C(CCC)OC